1-Benzyl-2-(o-tolyl)-1H-benzo[d]imidazole-4-carboxamide C(C1=CC=CC=C1)N1C(=NC2=C1C=CC=C2C(=O)N)C2=C(C=CC=C2)C